N-Boc-4-bromothiazol-2-amine C(=O)(OC(C)(C)C)NC=1SC=C(N1)Br